C1(CCCCC1)C1=C(C=C(C=C1F)C=1NC=2N(C(C1)=O)N=C(C2C(=O)N2CC(C2)CF)C(=O)N(C)C)F 5-(4-cyclohexyl-3,5-difluorophenyl)-3-(3-(fluoromethyl)azetidine-1-carbonyl)-N,N-dimethyl-7-oxo-4,7-dihydropyrazolo[1,5-a]pyrimidine-2-carboxamide